N-(4-fluoro-5-(((2S,4R)-2-methyl-4-((2-methylpyridin-4-yl)oxy)pyrrolidin-1-yl)methyl)thiazol-2-yl)acetamide FC=1N=C(SC1CN1[C@H](C[C@H](C1)OC1=CC(=NC=C1)C)C)NC(C)=O